C(C)(CC)C1C(NC2=C(C(N1C(=O)N)C(=O)NC)C=CC=C2)=O 3-(sec-butyl)-N5-methyl-2-oxo-1,2,3,5-tetrahydro-4H-benzo[1,4]diazepine-4,5-dicarboxamide